C1(CC1)COC1=C(C(=O)NC(C)C2=CC(=CC=C2)C=2SC=CN2)C=C(C=C1)N 2-Cyclopropylmethoxy-5-amino-N-(1-(3-(thiazol-2-yl)phenyl)ethyl)benzamide